(2S,4r)-1-((S)-2-(2-azidoacetamido)-3,3-dimethylbutyryl)-4-hydroxy-N-((S)-1-(4-(4-methylthiazol-5-yl)phenyl)ethyl)pyrrolidine-2-carboxamide bis-(N,N-diethyl-aminoethyl)adipate C(C)N(CC)CCOC(CCCCC(=O)OCCN(CC)CC)=O.N(=[N+]=[N-])CC(=O)N[C@H](C(=O)N1[C@@H](C[C@H](C1)O)C(=O)N[C@@H](C)C1=CC=C(C=C1)C1=C(N=CS1)C)C(C)(C)C